2-N-(2-((1r,4r)-4-(hydroxymethyl)cyclohexyl)-5-(2-hydroxypropan-2-yl)-1-methyl-1H-benzo[d]imidazol-6-yl)-6-(trifluoromethyl)picolinamide OCC1CCC(CC1)C1=NC2=C(N1C)C=C(C(=C2)C(C)(C)O)NC(C2=NC(=CC=C2)C(F)(F)F)=O